[C@H]1(C[C@]2(CC1)C=1OC=C(COC=3C=CC=C(C=4C=CC=C(C2)C4)C3)N1)NS(=O)(=O)C N-[(1'S,13R)-spiro[7,11-dioxa-20-azatetracyclo[13.3.1.12,6.19,12]henicosa-1(19),2,4,6(21),9,12(20),15,17-octaene-13,3'-cyclopentane]-1'-yl]methanesulfonamide